3-azabicyclo[3.3.0]octane-2-carboxylic acid hydrobromide Br.C12C(NCC2CCC1)C(=O)O